cyclopentylpyrrolidinyl-(pyrrolidino)dimethoxysilane C1(CCCC1)CO[Si](OC)(N1CCCC1)N1CCCC1